CC(CS)CC 2-methylbutane-1-thiol